C1(CC1)S(=O)(=O)NC1=NC(=CC(=N1)C(C(=O)NC1=CC=C(C=C1)C=1C=NC=CC1)(C)C)OC 2-(2-(cyclopropanesulfonamido)-6-methoxypyrimidin-4-yl)-2-methyl-N-(4-(pyridin-3-yl)phenyl)propanamide